ClC1=C(C(=O)O)C=CC(=C1)C(F)(F)F 2-Chloro-4-(trifluoromethyl)benzoic acid